2-(4-((2-(3-Aminooxetan-3-yl)-4-methylthiazol-5-yl)oxy)-3-fluorophenyl)-4-(2,6-difluorobenzyl)-2,4-dihydro-3H-1,2,4-triazol-3-one NC1(COC1)C=1SC(=C(N1)C)OC1=C(C=C(C=C1)N1N=CN(C1=O)CC1=C(C=CC=C1F)F)F